N1(CCOCC1)CCCNC(C1=C(C=CC=C1)NC1=CC=NC2=C(C=CC=C12)C)=O N-[3-(morpholin-4-yl)propyl]-2-[(8-methylquinolin-4-yl)amino]benzamide